benzyl (2S)-4-(2'-cyano-3,4,5',6'-tetrahydro-2H-spiro[naphthalene-1,7'-pyrano[2,3-d]pyrimidin]-4'-yl)-2-(cyanomethyl)piperazine-1-carboxylate C(#N)C=1N=C(C2=C(N1)OC1(CC2)CCCC2=CC=CC=C21)N2C[C@@H](N(CC2)C(=O)OCC2=CC=CC=C2)CC#N